BrC1=C(C=C(C=C1)NC(OC(C)(C)C)=O)C(C)(C)OCOC tert-butyl (4-bromo-3-(2-(methoxymethoxy)propan-2-yl)phenyl)carbamate